methyl 2-(4-(((perfluorobutyl)sulfonyl)oxy)-5,6-dihydropyridin-1(2H)-yl)propanoate FC(C(C(C(F)(F)F)(F)F)(F)F)(S(=O)(=O)OC1=CCN(CC1)C(C(=O)OC)C)F